2,5-diaminophenol NC1=C(C=C(C=C1)N)O